1-(4-fluoro-2-methylphenyl)-3-(6-methoxy-2-(prop-1-en-2-yl)pyridin-3-yl)-7-(trifluoromethyl)-2,3-dihydro-quinazolin-4(1H)-one FC1=CC(=C(C=C1)N1CN(C(C2=CC=C(C=C12)C(F)(F)F)=O)C=1C(=NC(=CC1)OC)C(=C)C)C